OC1=CC=CC2=C1NC(=N2)C(=O)N2[C@@H](C=1C=CC=NC1CC2)C (R)-(7-Hydroxy-1H-benzo[d]imidazol-2-yl)(5-methyl-7,8-dihydro-1,6-naphthyridin-6(5H)-yl)methanone